5-acetyl-3-cyclopropyl-1-methyl-1H-pyrazole C(C)(=O)C1=CC(=NN1C)C1CC1